N-(2-methoxy-5-methylphenyl)sulfonamide COC1=C(C=C(C=C1)C)NS(=O)=O